(3S,4R)-1-(5-(5-(2,3-dimethylphenyl)-6-methoxy-1H-pyrazolo[4,3-b]pyridin-3-yl)pyridin-2-yl)-4-fluoropyrrolidin-3-amine CC1=C(C=CC=C1C)C1=C(C=C2C(=N1)C(=NN2)C=2C=CC(=NC2)N2C[C@@H]([C@@H](C2)F)N)OC